FC(CC=1C(=NOC1)C(=O)N)(F)F 4-(2,2,2-trifluoroethyl)isoxazole-3-carboxamide